(1R,2S,3S,5S)-3-([5-[4-chloro-2-(methoxymethoxy) phenyl] pyrazin-2-yl] (methyl) amino)-2-fluoro-8-azabicyclo[3.2.1]octane-8-carboxylate ClC1=CC(=C(C=C1)C=1N=CC(=NC1)N([C@@H]1[C@@H]([C@H]2CC[C@@H](C1)N2C(=O)[O-])F)C)OCOC